(cyclohex-1-en-1-yl)-N-isopropylquinoline-3-carboxamide C1(=CCCCC1)C1=NC2=CC=CC=C2C=C1C(=O)NC(C)C